The molecule is a heparin octasaccharide consisting of 4-deoxy-alpha-L-threo-hex-4-enopyranuronosyl, 2-deoxy-2-(sulfoamino)-alpha-D-glucopyranosyl, (5xi)-D-xylo-hexopyranuronosyl, 2-deoxy-6-O-sulfo-2-(sulfoamino)-alpha-D-glucopyranosyl, (5xi)-D-xylo-hexopyranuronosyl, 2-deoxy-6-O-sulfo-2-(sulfoamino)-alpha-D-glucopyranosyl, (5xi)-D-xylo-hexopyranuronosyl, and 2-deoxy-6-O-sulfo-2-(sulfoamino)-alpha-D-glucopyranose units joined in sequence by (1->4) linkages. Sequence: DHexA-GlcNSO3-HexA-GlcNSO3(6SO4)-HexA-GlcNSO3(6SO4)-HexA-GlcNSO3(6SO4). It is a heparin octasaccharide, an oligosaccharide sulfate and an amino octasaccharide. C1=C(O[C@H]([C@@H]([C@H]1O)O)O[C@@H]2[C@H](O[C@@H]([C@@H]([C@H]2O)NS(=O)(=O)O)O[C@H]3[C@@H]([C@H](C(OC3C(=O)O)O[C@@H]4[C@H](O[C@@H]([C@@H]([C@H]4O)NS(=O)(=O)O)O[C@H]5[C@@H]([C@H](C(OC5C(=O)O)O[C@@H]6[C@H](O[C@@H]([C@@H]([C@H]6O)NS(=O)(=O)O)O[C@H]7[C@@H]([C@H](C(OC7C(=O)O)O[C@@H]8[C@H](O[C@@H]([C@@H]([C@H]8O)NS(=O)(=O)O)O)COS(=O)(=O)O)O)O)COS(=O)(=O)O)O)O)COS(=O)(=O)O)O)O)CO)C(=O)O